NC=1N(C(C2=C(N1)C=NN2C)=O)CC2=NC(=NO2)[C@@H]2CO[C@H](C2)C2=CC=C(C=C2)Cl 5-amino-6-((3-((3R,5R)-5-(4-chlorophenyl)tetrahydro-furan-3-yl)-1,2,4-oxadiazol-5-yl)methyl)-1-methyl-1,6-dihydro-7H-pyrazolo[4,3-d]pyrimidin-7-one